N-[4-methyl-3-(4-methyl-2-oxazolyl)phenyl]-3-oxo-8-azabicyclo[3.2.1]octane-8-carboxamide CC1=C(C=C(C=C1)NC(=O)N1C2CC(CC1CC2)=O)C=2OC=C(N2)C